C(C)(C)(C)C1=CC=C(C=C1)NCC(CC1=CNC(O1)=S)O 5-[3-(4-tert-Butylphenylamino)-2-hydroxypropyl]-1,3-oxazole-2(3H)-thione